ClC(C)CCCCCCCCCCCCCCCCCC 2-chloroicosane